3-(2-methyl-4-nitro-phenyl)morpholine CC1=C(C=CC(=C1)[N+](=O)[O-])C1NCCOC1